ClC1=CC=C(C=C1)[C@H](CC1=NOC(=N1)CN1C(N(C(=CC1=O)CO)C)=O)O 3-({3-[(2S)-2-(4-chlorophenyl)-2-hydroxyethyl]-1,2,4-oxadiazol-5-yl}methyl)-6-(hydroxymethyl)-1-methyl-1,2,3,4-tetrahydropyrimidine-2,4-dione